ClC=1C=C(C=CC1Cl)N1CCCCC1 (3,4-dichlorophenyl)piperidin